FC(C1=NN2C(N=C(C=C2NC[C@](CO)(C2=CC=C(C=C2)F)[C@H]2CN(CC2)C(=O)N)C(F)(F)F)=C1)(F)F (S)-3-((R)-1-((2,5-bis(trifluoromethyl)pyrazolo[1,5-a]pyrimidin-7-yl)amino)-2-(4-fluorophenyl)-3-hydroxypropan-2-yl)pyrrolidine-1-carboxamide